CC(=CC)CCCCCC trans-3-Methyl-2-nonen